CC=1C=C(C=C(C1)[N+](=O)[O-])NC(=O)C=1SC=C(C1)C1=CC=CC=C1 N-(3-methyl-5-nitrophenyl)-4-phenylthiophene-2-carboxamide